N-(4-bromophenyl)-3-(4-(3-chlorophenyl)piperazine-1-carbonyl)benzenesulfonamide BrC1=CC=C(C=C1)NS(=O)(=O)C1=CC(=CC=C1)C(=O)N1CCN(CC1)C1=CC(=CC=C1)Cl